C(#N)C1=CC(=C(COC=2SC=C(N2)C=2C=NN(C2)CC2=NC3=C(N2CCOC)C=C(C=C3)C(=O)OC(C)(C)C)C=C1)F Tert-butyl 2-((4-(2-((4-cyano-2-fluorobenzyl)oxy)thiazol-4-yl)-1H-pyrazol-1-yl)methyl)-1-(2-methoxyethyl)-1H-benzo[d]imidazole-6-carboxylate